(2R,4Z)-4-hepten CCC\C=C/CC